[N+](=O)([O-])C1=C(C=CC(=C1)OC(F)(F)F)C(=O)N1CCC(=CC1)C1=CN(C2=NC=C(N=C21)OC2COC2)COCC[Si](C)(C)C [2-nitro-4-(trifluoromethoxy)phenyl]-[4-[2-(oxetan-3-yloxy)-5-(2-trimethylsilylethoxymethyl)pyrrolo[2,3-b]pyrazin-7-yl]-3,6-dihydro-2H-pyridin-1-yl]methanone